O=C1N(C=CC(N1)=O)[C@H]1[C@]([C@@H]([C@H](O1)CO)OC(CCC(C)=O)=O)(C)F 4-oxo-pentanoic acid (2R,3R,4R,5R)-5-(2,4-dioxo-3,4-dihydro-2H-pyrimidin-1-yl)-4-fluoro-2-hydroxymethyl-4-methyl-tetrahydro-furan-3-yl ester